C(C)(C)(C)OC(N[C@@H](C(=O)N[C@H](C(=O)NCCC1=CC(=NC=C1)N)C)CCC1=CC=CC=C1)=O ((R)-1-(((S)-1-((2-(2-aminopyridin-4-yl)ethyl)amino)-1-oxopropan-2-yl)amino)-1-oxo-4-phenylbutan-2-yl)carbamic acid tert-butyl ester